N-[4-(2,4-difluorophenoxy)-3-(6-methyl-7-oxo-1H-pyrrolo[2,3-c]pyridin-4-yl)phenyl]-3-(4-piperidyl)propanamide FC1=C(OC2=C(C=C(C=C2)NC(CCC2CCNCC2)=O)C=2C3=C(C(N(C2)C)=O)NC=C3)C=CC(=C1)F